NC1=CC=C(C=N1)/C=C/C(=O)NCC=1OC2=C(C1)C=C(C=C2Cl)C2=CC(=C(C=C2)F)S(=O)(=O)C2CNCCO2 (E)-3-(6-amino-pyridin-3-yl)-N-((7-chloro-5-(4-fluoro-3-(morpholino-sulfonyl)phenyl)benzofuran-2-yl)methyl)acrylamide